C(CC1=CC=CC=C1)N[C@@H]1[C@H](CCCC1)O (1S,2S)-2-(phenethylamino)cyclohexan-1-ol